2-fluoroethyl N-[6-(cyclopropylmethoxy)-5-(pyrrolidin-1-yl)pyridine-2-carbonyl]-L-leucinate C1(CC1)COC1=C(C=CC(=N1)C(=O)N[C@@H](CC(C)C)C(=O)OCCF)N1CCCC1